1-(naphthalen-1-yl)ethane-1-amine C1(=CC=CC2=CC=CC=C12)C(C)N